BrC1=CC(=C(C=O)C=C1OC)OCCO 4-bromo-2-(2-hydroxyethoxy)-5-methoxybenzaldehyde